CN(CCCN(C(C)=O)C1=CC=C(C=C1)[N+](=O)[O-])C N-(3-(dimethyl-amino)propyl)-N-(4-nitrophenyl)acetamide